C(#C)C1=CC=C(C=C1)C=1N=C2N(C=CC=C2)C1NC1=CC=C(C(=O)OC)C=C1 methyl 4-((2-(4-ethynylphenyl)imidazo[1,2-a]pyridin-3-yl)amino)benzoate